FC(CC1=C(C=2N(C=C1)N=CC2[N+](=O)[O-])OC)(C)F 5-(2,2-Difluoropropyl)-4-methoxy-3-nitropyrazolo[1,5-a]pyridine